NC1CCC(CC1)NC1=C(N=NC(=C1)NC1=NC=C(N=C1)C#N)C(=O)NC 4-((1r,4r)-4-aminocyclohexylamino)-6-(5-cyanopyrazin-2-ylamino)-N-methylpyridazine-3-carboxamide